ClC=1C=C(C=CC1)[C@@H]1C[C@@H](C=2N1N=C(N2)S)F (5S,7S)-5-(3-chlorophenyl)-7-fluoro-6,7-dihydro-5H-pyrrolo[1,2-b][1,2,4]triazole-2-thiol